C(#C)[C@@]1(C(N(CC1)C)=O)O (S)-3-ethynyl-3-hydroxy-1-methylpyrrolidin-2-one